(R)-4-(4,4-diethyl-2-imino-6-oxotetrahydropyrimidin-1(2H)-yl)-N-((3S,4R)-3-hydroxy-2,2-dimethylchroman-4-yl)-2,2-dimethylchromane-6-carboxamide C(C)C1(NC(N(C(C1)=O)[C@@H]1CC(OC2=CC=C(C=C12)C(=O)N[C@H]1[C@@H](C(OC2=CC=CC=C12)(C)C)O)(C)C)=N)CC